ClCC1=C(N=CN1CC)C1(CC1)C(F)(F)F 5-(chloromethyl)-1-ethyl-4-[1-(trifluoromethyl)cyclopropyl]imidazole